FC1=CC(=CC=C1)C(CC=C)CC=C 1-fluoro-3-(hept-1,6-dien-4-yl)benzene